isodocosyl alcohol C(CCCCCCCCCCCCCCCCCCC(C)C)O